BrC1=C(C=C(C(=C1)Cl)OC)N1N=CC(=C1)F 1-(2-bromo-4-chloro-5-methoxyphenyl)-4-fluoropyrazole